C1(=CC=CC=C1)C12CCC(CC1)(CC2)C=O 4-phenylbicyclo[2.2.2]octane-1-carbaldehyde